C(C)(C)N(C(C)C)P(OCCC#N)N(C(C)C)C(C)C 3-[[bis(diisopropylamino)phosphanyl]oxy]propanenitrile